5-phenylAzole-4-carboxylic acid ethyl ester C(C)OC(=O)C=1C=CNC1C1=CC=CC=C1